3-Methacryloyloxypropyltris-(Trimethylsilyloxy)Silane ethyl-2-(6-bromo-5-fluoro-4-oxoquinazolin-3(4H)-yl)-2-(pyridin-2-yl)-acetate C(C)OC(C(C1=NC=CC=C1)N1C=NC2=CC=C(C(=C2C1=O)F)Br)=O.C(C(=C)C)(=O)OCCC[Si](O[Si](C)(C)C)(O[Si](C)(C)C)O[Si](C)(C)C